C(CCCCCCCCC)N(C(CCCCC(CCCCCCCCCC(=O)N(CCCCCCCCCC)CCCCCCCCCC)O)=O)CCCCCCCCCC N1,N1,N16,N16-tetrakis(decyl)-6-hydroxyhexadecanediamide